COC(=O)C=1C=C2C=CC(=NC2=CC1)C1CC(CCC1)=O 2-(3-Oxocyclohexyl)quinoline-6-carboxylic acid methyl ester